Methyl 2-(5-cyano-6-((2s,3r)-3-hydroxy-2-methylazetidin-1-yl)-4-(trifluoromethyl) pyridin-2-yl)-2-azaspiro[3.3]heptane-6-carboxylate C(#N)C=1C(=CC(=NC1N1[C@H]([C@@H](C1)O)C)N1CC2(C1)CC(C2)C(=O)OC)C(F)(F)F